C1CC(=O)NC(=O)C1N2C(=O)C3=CC=CC=C3C2=O The molecule is a dicarboximide that is isoindole-1,3(2H)-dione in which the hydrogen attached to the nitrogen is substituted by a 2,6-dioxopiperidin-3-yl group. It is a member of piperidones and a member of phthalimides.